(S)-4-{[(4-bromo-phenyl)-ethyl-amino]-methyl}-4,5-dihydro-oxazol-2-ylamine BrC1=CC=C(C=C1)N(CC)C[C@@H]1N=C(OC1)N